ClC1=C(C=C2CN(C(C2=C1)=O)C1=NC(=CC=C1)C1=NN=CN1C1CC1)C(=O)N1CCOCC1 6-chloro-2-(6-(4-cyclopropyl-4H-1,2,4-triazol-3-yl)pyridin-2-yl)-5-(morpholin-4-carbonyl)isoindolin-1-one